C1(=CC=CC=C1)N(C1=CC=C(C=C1)C1=CC=C(C=C1)N(C=1C=CC=2N(C3=CC=CC=C3C2C1)C1=CC=CC=C1)C1=CC=CC=C1)C=1C=CC=2N(C3=CC=CC=C3C2C1)C1=CC=CC=C1 N,N'-diphenyl-N,N'-di(9-phenyl-9H-carbazole-3-yl)biphenyl-4,4'-diamine